C(CCCCCCCCCCCCC)OS(=O)(=O)CCCCCCCCCCF tetradecylfluorodecylsulfonate